1-((2S,4R)-4-fluoro-2-((3-(2-hydroxy-6-methyl-4-(trifluoromethyl)phenyl)-6,7-dihydropyrido[2,3-c]pyridazin-8(5H)-yl)methyl)pyrrolidin-1-yl)ethan-1-one F[C@@H]1C[C@H](N(C1)C(C)=O)CN1CCCC2=C1N=NC(=C2)C2=C(C=C(C=C2C)C(F)(F)F)O